1-(3,4-dichlorophenyl)-N2,N2-dimethylethane-1,2-diamine ClC=1C=C(C=CC1Cl)C(CN(C)C)N